(R)-2-amino-5-(2-((6-amino-9H-purin-9-yl)methyl)-3,4-dichlorophenoxy)-N-cyclopropylvaleramide N[C@@H](C(=O)NC1CC1)CCCOC1=C(C(=C(C=C1)Cl)Cl)CN1C2=NC=NC(=C2N=C1)N